C(CCC)C(C(=O)O)C(=O)O.[Na] sodium butylmalonic acid